FC(C=1C=NN(C1)C1=NC=CC(=C1)C12CC(C1)(C2)NC(=O)C2OC1=C(CC2)C=CC=C1)(F)F N-(3-{2-[4-(trifluoromethyl)-1H-pyrazol-1-yl]pyridin-4-yl}bicyclo[1.1.1]pentan-1-yl)-3,4-dihydro-2H-1-benzopyran-2-carboxamide